BrC=1C(=CC(=C(C1)F)I)F 5-bromo-1,4-difluoro-2-iodobenzene